C(C)N1N=C(C=C1)C=1C=C(C=C(C1)C=1C=NN(C1)C)[C@@H](C)NC(=O)C1=C(C=C2C=CNC2=C1)C (R)-N-(1-(3-(1-ethyl-1H-pyrazol-3-yl)-5-(1-methyl-1H-pyrazol-4-yl)phenyl)ethyl)-5-methyl-1H-indole-6-carboxamide